1-[(1S)-5-[(1S)-2-fluoro-1-hydroxy-1-methyl-ethyl]-1-methyl-3,4-dihydro-1H-isoquinolin-2-yl]Ethanone FC[C@@](C)(O)C1=C2CCN([C@H](C2=CC=C1)C)C(C)=O